FC1=C(C=CC=C1)CC(=O)N1CCN(CCC1)C(=O)C1=CC=C(C=C1)NS(=O)(=O)C=1C=CC=C2C=CC=NC12 N-(4-(4-(2-(2-Fluorophenyl)acetyl)-1,4-diazepane-1-carbonyl)phenyl)quinoline-8-sulfonamide